ethyl (R)-1-(3-((1-(tert-butoxy)-2-methyl-1-oxopropan-2-yl)oxy)phenyl)piperidine-3-carboxylate C(C)(C)(C)OC(C(C)(C)OC=1C=C(C=CC1)N1C[C@@H](CCC1)C(=O)OCC)=O